S1C(=NC2=C1C=CC=C2)CN2CCN(CC2)C2=C(C(=O)NS(=O)(=O)CC)C=CC(=C2)OC(C)C 2-[4-(1,3-benzo-thiazol-2-ylmethyl)-piperazin-1-yl]-N-ethylsulfonyl-4-isopropoxy-benzamide